4-(6-fluoropyridin-3-yl)-6-(2-hydroxy-2-methylpropyloxy)-N,N-dimethylpyrazolo[1,5-a]pyridine-3-carboxamide FC1=CC=C(C=N1)C=1C=2N(C=C(C1)OCC(C)(C)O)N=CC2C(=O)N(C)C